C(C)(C)(C)OC(=O)N(C(OC(C)(C)C)=O)C[C@@H]1C[C@H](C1)N1N=C(C(=C1)C=1N=CC(=C2C=CC=NC12)F)C1CC1 tert-butyl (tert-butoxycarbonyl)((trans-3-(3-cyclopropyl-4-(5-fluoro-1,7-naphthyridin-8-yl)-1H-pyrazol-1-yl)cyclobutyl)methyl)carbamate